C(CCCCCCC\C=C/C\C=C/CCCCC)C1(OC(C(O1)CN(C)C)CN(C)C)CCCCCCCC\C=C/C\C=C/CCCCC 2,2-dilinoleyl-4,5-bis(dimethylaminomethyl)-[1,3]-dioxolane